CN([C@@H](C(=O)N[C@H](C(=O)OC(C)(C)C)CC1=C(C=C(C=C1C)O)C)CCNC(=N)N)C tert-butyl (S)-2-((R)-2-(dimethylamino)-4-guanidinobutanamido)-3-(4-hydroxy-2,6-dimethylphenyl)propanoate